ClC1=CC=C(S1)C1=NC(=NC=C1)NC=1C=C2C=C(NC2=CC1)C(=O)O 5-((4-(5-chlorothien-2-yl)pyrimidin-2-yl)amino)-1H-indole-2-carboxylic acid